FC1=CC=C(C=C1)C/C=C/Br (E)-3-(4-fluorophenyl)-propenyl bromide